4,5-diamino-2-thiouracil C1(=C(NC(=S)NC1=O)N)N